FC=1C=C(C=CC1S(=O)(=O)C)C1=NC2=C(N1C)C=C(C=C2C)C2CCNCC2 2-(3-fluoro-4-(methyl-sulfonyl)phenyl)-1,4-dimethyl-6-(piperidin-4-yl)-1H-benzo[d]imidazole